OC[C@@H]1N(CCC1)C1=C2C(=NC=C1)NC=C2 4-[(2R)-2-(hydroxymethyl)pyrrolidin-1-yl]-1H-pyrrolo[2,3-b]pyridine